O=C(CC(=O)[O-])CC(CC(CCCCC)=O)=O 3,5,7-trioxododecanoate